(R)-N-((4-(2-amino-4-((1-hydroxy-2-methylhexan-2-yl)amino)pyrido[3,2-d]pyrimidin-7-yl)-6-oxo-1,6-dihydropyridin-3-yl)methyl)-N-methylbutan-3-enamide NC=1N=C(C2=C(N1)C=C(C=N2)C=2C(=CNC(C2)=O)CN(C(CC=C)=O)C)N[C@@](CO)(CCCC)C